diethyl trans-(trans)-1,2-cyclopropanedicarboxylate [C@@H]1([C@@H](C1)C(=O)OCC)C(=O)OCC